C(C)(C)(C)OC(=O)N1CCC(CC1)(CC#C)CO 4-(Hydroxymethyl)-4-(prop-2-yn-1-yl)piperidine-1-carboxylic acid tert-butyl ester